[Si](C)(C)(C(C)(C)C)O[C@@H](C(F)(F)F)C=1C(=C2C(=NN(C2=CC1)CC)N)OC |o1:8| (R*)-5-(1-((tert-butyldimethylsilyl)oxy)-2,2,2-trifluoroethyl)-1-ethyl-4-methoxy-1H-indazol-3-amine